Ethyl (6S)-6-[(methylsulfonyl)oxy]-2-azaspiro[3.4]octane-2-carboxylate CS(=O)(=O)O[C@@H]1CC2(CN(C2)C(=O)OCC)CC1